methyl N-[5-[6-(6-fluoro-4-methyl-2,3-dihydroquinoxaline-1-carbonyl)-8-methyl-imidazo[1,2-a]pyrazin-3-yl]-2-pyridyl]carbamate FC=1C=C2N(CCN(C2=CC1)C(=O)C=1N=C(C=2N(C1)C(=CN2)C=2C=CC(=NC2)NC(OC)=O)C)C